C(C)N(C=1C=C2OC3=CC(C(=CC3=NC2=CC1)C=CC1=CC=NC=C1)=O)CC 7-(diethylamino)-2-(2-(pyridine-4-yl)vinyl)-3H-phenoxazin-3-one